NC1=C(C=CC(=N1)N1CC2CN(CC2C1)C(=O)OC(C)(C)C)[N+](=O)[O-] tert-butyl 2-(6-amino-5-nitro-2-pyridyl)-1,3,3a,4,6,6a-hexahydropyrrolo[3,4-c]pyrrole-5-carboxylate